C(C)N(CC)CC N,N-diethylethaneamine